6'-(((1S,3S)-3-((5-Fluoroquinoxalin-2-yl)amino)cyclopentyl)amino)-2H-[1,3'-bipyridin]-2-one FC1=C2N=CC(=NC2=CC=C1)N[C@@H]1C[C@H](CC1)NC1=CC=C(C=N1)N1C(C=CC=C1)=O